C(CCCCCCCCCCCCCCC)(=O)OCC(OC(CCCCCCCCCCCCCCCCC)=O)COP(=O)(O)OC[C@H](N)C(=O)O 1-hexadecanoyl-2-octadecanoyl-glycero-3-phosphoserine